(1-methylpiperidin-3-yl)-N-(oxazolidin-4-yl)sulfamide hydrochloride Cl.CN1CC(CCC1)N(S(=O)(=O)N)C1NCOC1